ClC=1C=CC=C2C=CC=C(C12)C1CC=2N=C(N=C(C2C(O1)C)O)SC 7-(8-chloronaphthalen-1-yl)-5-methyl-2-(methylsulfanyl)-5H,7H,8H-pyrano[4,3-d]pyrimidin-4-ol